ClC=1C=C2C(=CC(=NC2=CC1)C(F)(F)F)N[C@@H]1C[C@@H](CCC1)NC(=O)C=1C(=NN(C1C)C)C N-[(1R,3S)-3-{[6-chloro-2-(trifluoromethyl)quinolin-4-yl]amino}cyclohexyl]-1,3,5-trimethyl-1H-pyrazole-4-carboxamide